(R)-4-(3-((azepan-4-ylmethyl)amino)-1-(4-(1-oxidothio-morpholino)phenyl)-1H-pyrazol-5-yl)-2-fluorobenzonitrile 2,2,2-trifluoroacetate FC(C(=O)O)(F)F.N1CC[C@@H](CCC1)CNC1=NN(C(=C1)C1=CC(=C(C#N)C=C1)F)C1=CC=C(C=C1)N1CCS(CC1)=O